COCCOC1=NNC=C1[N+](=O)[O-] 3-(2-methoxyethoxy)-4-nitro-1H-pyrazole